FC1=C(C=C(C=C1)N(C(=O)C=1C=C(C=2N(C1)C(=CN2)C=2C=CC(=NC2)NC(OC)=O)C)CC=2C=NN(C2)C)OC methyl N-[5-[6-[(4-fluoro-3-methoxy-phenyl)-[(1-methylpyrazol-4-yl)methyl]carbamoyl]-8-methyl-imidazo[1,2-a]pyridin-3-yl]-2-pyridyl]carbamate